5-[4-(3-fluoroazetidin-1-yl)-3-(trifluoromethyl)phenyl]-1,3,4-oxadiazol-2-ol FC1CN(C1)C1=C(C=C(C=C1)C1=NN=C(O1)O)C(F)(F)F